[Si](C)(C)(C(C)(C)C)O[C@@H]1CC(N(C1)C(=O)OC(C)(C)C)(C(=O)OC)CC(=C)CCl 1-tert-butyl 2-methyl (4R)-4-[(tert-butyldimethylsilyl)oxy]-2-[2-(chloromethyl)prop-2-en-1-yl]pyrrolidine-1,2-dicarboxylate